di-(3-hexyl) phenyl phosphate P(=O)(OC(CC)CCC)(OC(CC)CCC)OC1=CC=CC=C1